C(C1=CC=CC=C1)NC(N(C1=CC=C(C=C1)C=1C=NN(C1)C)[C@@H]1CC[C@H](CC1)NC1=NC=C(C(=N1)C1=CN=CN1C)C#N)=O 3-benzyl-1-(trans-4-((5-cyano-4-(1-methyl-1H-imidazol-5-yl)pyrimidin-2-yl)amino)cyclohexyl)-1-(4-(1-methyl-1H-pyrazol-4-yl)phenyl)urea